CC(CCC(=O)[O-])(C)S 3-methyl-3-mercapto-1-butylformate